N-(2-iodophenyl-methyl)aniline IC1=C(C=CC=C1)CNC1=CC=CC=C1